C(C)(C)(C)NCC(=O)O tert-butyl-L-glycine